(S)-2-(3-((S)-3-((S)-2-amino-5-mercaptopentanamido)-1-carboxypropyl)ureido)pentanedioic acid N[C@H](C(=O)NCC[C@@H](C(=O)O)NC(N[C@H](C(=O)O)CCC(=O)O)=O)CCCS